3-methoxy-3-methylbutyl acetate (3-methoxy-3-methylbutyl acetate) COC(CCCC(=O)O)(C)C.C(C)(=O)OCCC(C)(C)OC